C(C)(=O)N1CC[C@@H]2N(C([C@H](C1)NC(=O)C1=CC3=C(S1)C=CC(=C3)C(CO)P(O)(O)=O)=O)[C@@H](CC2)C(N(C2=CC=CC=C2)C)=O (1-(2-(((5S,8S,10aR)-3-acetyl-8-(methyl(phenyl)carbamoyl)-6-oxodecahydro-pyrrolo[1,2-a][1,5]diazocin-5-yl)carbamoyl)benzo[b]thiophen-5-yl)-2-hydroxyethyl)phosphonic acid